N-(3-phenyl-1-(pyridin-3-ylmethyl)-1H-pyrazolo[3,4-d]pyrimidin-6-yl)acetamide C1(=CC=CC=C1)C1=NN(C2=NC(=NC=C21)NC(C)=O)CC=2C=NC=CC2